4,4'-sulfonyl-bis(1-fluoro-2-nitrobenzene) S(=O)(=O)(C1=CC(=C(C=C1)F)[N+](=O)[O-])C1=CC(=C(C=C1)F)[N+](=O)[O-]